tert-butyl (2-(2-(3-(2-((4-(1-(cyclopropanecarbonyl)indolin-5-yl)-5-methylthiazol-2-yl)amino)-2-oxoethyl)phenoxy)ethoxy)ethyl)carbamate C1(CC1)C(=O)N1CCC2=CC(=CC=C12)C=1N=C(SC1C)NC(CC=1C=C(OCCOCCNC(OC(C)(C)C)=O)C=CC1)=O